C(C)(C)(C1=CC=CC=C1)OOC(=COOC(C)(C)C)C t-butylperoxy-isopropenyl cumyl peroxide